C(C)(C)(C)OCCCCCC[Si](NC(C)(C)C)(C)Cl 1-(6-(tert-butoxy)hexyl)-N-(tert-butyl)-1-chloro-1-methylsilaneamine